2-(3-bromo-8-methyl-imidazo[1,2-a]pyridin-6-yl)-5-methyl-1,3,4-oxadiazole BrC1=CN=C2N1C=C(C=C2C)C=2OC(=NN2)C